pyrazine-5-carboxylate N1=CC=NC(=C1)C(=O)[O-]